2-(4-(2-(aminomethyl)-4-oxo-3,4-dihydroquinazolin-7-yl)-1-methyl-1H-pyrazol-5-yl)-4-chloro-3-fluoro-6-(3-methylazetidin-1-yl)benzonitrile NCC1=NC2=CC(=CC=C2C(N1)=O)C=1C=NN(C1C1=C(C#N)C(=CC(=C1F)Cl)N1CC(C1)C)C